ClC1=C(C=CC=C1)[C@@H]1N(CCOCC1)C=1C(=C(C(=O)N[C@H](C)\C=C\S(=O)(=O)C)C=CC1)F ((R)-5-(2-Chlorophenyl)-1,4-oxazepan-4-yl)-2-fluoro-N-((R,E)-4-(methylsulfonyl)but-3-en-2-yl)benzamide